FC=1C=C2C(=C(NC2=C(C1)F)C1=CC=C(C=C1)F)SCCCC(=O)N [2-[[5,7-difluoro-2-(4-fluorophenyl)-1H-indol-3-yl]sulfanyl]ethyl]acetamide